OC[C@H](C1=CC=CC=C1)NC1=NC=NC=C1C(=O)O.C1(CCCC1)OC1=CC(=C(C=C1F)NC(=O)C1=COC2=C1C=CC(=C2)C2=NN=NN2)F N-(4-(cyclopentyloxy)-2,5-difluorophenyl)-6-(1H-tetrazol-5-yl)benzofuran-3-carboxamide 4-[[(1S)-2-hydroxy-1-phenyl-ethyl]amino]pyrimidine-5-carboxylate